ethyl (E)-3-[5-[(6-amino-2-pyridyl)sulfonylcarbamoyl]-2-tert-butyl-6-(2,2,4-trimethylpyrrolidin-1-yl)-3-pyridyl]prop-2-enoate NC1=CC=CC(=N1)S(=O)(=O)NC(=O)C=1C=C(C(=NC1N1C(CC(C1)C)(C)C)C(C)(C)C)/C=C/C(=O)OCC